C(CC)[C@@H]1CC[C@H](CC1)C1=C(C=CC(=C1F)F)C1=CC=CC=C1 (trans-4-Propylcyclohexyl)-3,4-difluorobiphenyl